[7-(4-chlorophenyl)-8-(2-chloropyridin-3-yl)-3-[[(2,2-dimethylpropanoyl)oxy]methyl]-2,6-dioxopurin-1-yl]methyl 2,2-dimethylpropanoate CC(C(=O)OCN1C(N(C=2N=C(N(C2C1=O)C1=CC=C(C=C1)Cl)C=1C(=NC=CC1)Cl)COC(C(C)(C)C)=O)=O)(C)C